6-{7-[1-(2-amino-4-chlorobenzoyl)-4-piperidyl]-3H-1,3,4-triazainden-2-yl}-3-morpholinone NC1=C(C(=O)N2CCC(CC2)C=2C=CN=C3NC(=NC23)C2OCC(NC2)=O)C=CC(=C1)Cl